L-(+)-3-hydroxybutyryl-CoA OC(CC(=O)SCCNC(CCNC([C@@H](C(COP(OP(OC[C@@H]1[C@H]([C@H]([C@@H](O1)N1C=NC=2C(N)=NC=NC12)O)OP(=O)(O)O)(=O)O)(=O)O)(C)C)O)=O)=O)C